BrC1=CC=C(C=C1)[C@H]1CN(C[C@@H]1C)C(=O)C1=CC(=NN1)C1=CN=NC=C1 [(3S,4R)-3-(4-bromophenyl)-4-methyl-pyrrolidin-1-yl]-(3-pyridazin-4-yl-1H-pyrazol-5-yl)methanone